NC1=CC=C(C=C1)CCCN1CCN(CC1)C1=CC=C(C=C1)NC1C(NC(CC1)=O)=O 3-((4-(4-(3-(4-aminophenyl)propyl)piperazin-1-yl)phenyl)amino)piperidine-2,6-dione